C12(CC3CC(CC(C1)C3)C2)C2=C(C(=C(OC(CCCCCCCCCC)P(O)(O)=O)C=C2)F)F 1-[4-(1-adamantyl)-2,3-difluoro-phenoxy]undecylphosphonic acid